C1CC(C1)NS(=O)(=O)N1C2=C(SCC1)C(=CN=C2)C2=CC=C(C#N)C=C2 4-(4-(3-cyclobutylamino-sulfonyl)-3,4-dihydro-2H-pyrido[4,3-b][1,4]thiazin-8-yl)benzonitrile